OCC1CC12CCN(CC2)C(=O)OC(C)(C)C tertbutyl 1-(hydroxymethyl)-6-azaspiro[2.5]octane-6-carboxylate